NC1=CC=C(C(=N1)CC)C=1C(=NC2=CC(=CC=C2C1)F)N(C(C)C)CC (6-amino-2-ethylpyridin-3-yl)-N-ethyl-7-fluoro-N-isopropylquinolin-2-amine